5-chloro-3-iodo-1-tosyl-1H-pyrrolo[2,3-b]pyridine ClC=1C=C2C(=NC1)N(C=C2I)S(=O)(=O)C2=CC=C(C)C=C2